CC1=C(OC=2C(=CC(N(C2)C)=O)C=2C3=C(C(N(C2)C)=O)NC(=C3)C3=C(C=C(C=C3)CO)F)C(=CC=C1)C 5-(2,6-dimethylphenoxy)-4-{2-[2-fluoro-4-(hydroxymethyl)phenyl]-6-methyl-7-oxo-1H-pyrrolo[2,3-c]pyridin-4-yl}-1-methylpyridin-2-one